N-(1-(pyridin-2-yl)ethyl)-3-(4-(trifluoromethyl)phenyl)-4,5,6,7-tetrahydropyrazolo[1,5-a]pyrimidine-6-carboxamide N1=C(C=CC=C1)C(C)NC(=O)C1CNC=2N(C1)N=CC2C2=CC=C(C=C2)C(F)(F)F